C(C)(=O)N1CCC(CC1)C1=NN(C=2C=CC=C(C12)C1=C(C=C2C=NN(C2=C1)C)F)CC(=O)NCC(=O)OCC ethyl 2-{2-[3-(1-acetylpiperidin-4-yl)-5'-fluoro-1'-methyl-[4,6'-biindazol]-1-yl]acetamido}acetate